O[C@]12[C@@H]3CC[C@@H]4C[C@H](CC[C@@]4([C@H]3CC[C@@]2([C@H](CC1)C=1C=CC(OC1)=O)C)C)NC(=O)N1[C@H](CNCC1)CO (R)-N-((3S,5R,8R,9S,10S,13R,14S,17R)-14-hydroxy-10,13-dimethyl-17-(2-oxo-2H-pyran-5-yl)hexadecahydro-1H-cyclopenta[a]phenanthren-3-yl)-2-(hydroxymethyl)piperazine-1-carboxamide